ClC1=CC=2N(N=C1)C=NC2CC(=O)N 2-(3-chloroimidazo[1,5-b]pyridazin-5-yl)acetamide